(2,6-dioxopiperidin-3-yl)-5-(piperazin-1-yl)isoindole-1,3-dione trifluoroacetate FC(C(=O)O)(F)F.O=C1NC(CCC1C1=C2C(NC(C2=CC=C1N1CCNCC1)=O)=O)=O